ClC=1C=C2C=NN(C2=CC1N1CCN(CC1)C1(CSCC1)C)C=1C=NN(C1)C1CC1 5-chloro-1-(1-cyclopropyl-1H-pyrazol-4-yl)-6-(4-(3-methyltetrahydrothiophen-3-yl)piperazin-1-yl)-1H-indazole